ethoxy(4-([[7-(methylcarbamoyl)-5H-pyrrolo[3,2-d]pyrimidin-4-yl]amino]methyl)-phenyl)phosphinic acid C(C)OP(O)(=O)C1=CC=C(C=C1)CNC=1C2=C(N=CN1)C(=CN2)C(NC)=O